C(=O)(O)C=1C=C(OC2=CC=C(C=C2)OC2=CC(=CC=C2)C(=O)O)C=CC1 1,4-bis(3-carboxyphenoxy)benzene